C(C)(C)(C)OC(CN1CCN(CC1)CC#C)=O.NC1=C(SC=C1C)C(C)=O 1-(3-amino-4-methylthiophen-2-yl)ethan-1-one tert-butyl-2-(4-(prop-2-ynyl)piperazin-1-yl)acetate